bis(tertiary butylamino)silane C(C)(C)(C)N[SiH2]NC(C)(C)C